3-cyclopentyl-1-ethyl-7-((5-methylpyridin-2-yl)amino)-1,6-naphthyridin C1(CCCC1)C=1CN(C2=CC(=NC=C2C1)NC1=NC=C(C=C1)C)CC